CC1CNCC1C 3,4-dimethylpyrrolidine